ClC1=C(C=C(C(=O)O)C=C1C)N1C(NC(CC1)=O)=O 4-chloro-3-(2,4-dioxo-1,3-diazinan-1-yl)-5-methylbenzoic acid